8-benzoyl-6-(4-fluorophenyl)-6-hydroxy-1,2,3,4-tetrahydropyrrolo[1,2-a]pyrimidine C(C1=CC=CC=C1)(=O)C=1CC(N2C1NCCC2)(O)C2=CC=C(C=C2)F